(3-(aminoethyl)-4-methyl-1H-pyrazol-1-yl)-2-trifluoromethylbenzonitrile NCCC1=NN(C=C1C)C=1C(=C(C#N)C=CC1)C(F)(F)F